(2R,3S)-3-hydroxybut-2-yl 4-methylbenzenesulfonate CC1=CC=C(C=C1)S(=O)(=O)O[C@H](C)[C@H](C)O